C=1([O-])C([O-])=CC=CC1.C=1([O-])C([O-])=CC=CC1.C=1([O-])C([O-])=CC=CC1.[Fe+3].[Fe+3] ferric tricatecholate